(2S,4S)-tert-Butyl 2-(benzo[d]oxazole-2-carbonyl)-4-fluoropyrrolidine-1-carboxylate O1C(=NC2=C1C=CC=C2)C(=O)[C@H]2N(C[C@H](C2)F)C(=O)OC(C)(C)C